CN(C(C1=NC=CC=C1)=O)C N,N-dimethylpicolinamide